(hydroxymethyl)-3-(2-morpholino-2-oxoethoxy)-4-(4-(3,4,5-trifluorophenyl)-1H-1,2,3-triazol-1-yl)tetrahydro-2H-pyran-2-carboxamide OCC1(OCCC(C1OCC(=O)N1CCOCC1)N1N=NC(=C1)C1=CC(=C(C(=C1)F)F)F)C(=O)N